(R)-1-(2-chloropyridin-3-yl)ethyl (4-(5-aminopyridin-2-yl)-1-methyl-1H-1,2,3-triazol-5-yl)carbamate hydrochloride salt Cl.NC=1C=CC(=NC1)C=1N=NN(C1NC(O[C@H](C)C=1C(=NC=CC1)Cl)=O)C